2-amino-5-chloro-3-fluoro-N-(isoquinolin-4-yl)benzamide NC1=C(C(=O)NC2=CN=CC3=CC=CC=C23)C=C(C=C1F)Cl